OC(COC)C1=CC=C(C=C1)C1=CC=C(C=C1)C=CC(=O)C1=CC=CC=C1 3-[4-[4-(1-Hydroxy-2-methoxyethyl)phenyl]phenyl]-1-phenylprop-2-en-1-one